C(C)(C)(C)OC(NC1[C@H]2CN(C[C@@H]1CC2)C#N)=O N-[(1R,5S,8S)-3-cyano-3-azabicyclo[3.2.1]Oct-8-yl]Carbamic acid tert-butyl ester